4,7,10,13,16,19,22-octacosaheptaenoic acid C(CCC=CCC=CCC=CCC=CCC=CCC=CCC=CCCCCC)(=O)O